2,6-dimethyl-1,3,5,7-octtetraene CC(=C)C=CC=C(C=C)C